9-(3-aminopropoxy)-2-(ethoxymethyl)-1-methyl-1H-imidazo[4,5-c]quinolin-4-amine NCCCOC=1C=2C3=C(C(=NC2C=CC1)N)N=C(N3C)COCC